[Zr].[Al].[Co] cobalt-aluminum-zirconium